FC1=CC=C2C(=CC(N(C2=C1CC=O)C)=O)C 2-(7-Fluoro-1,4-dimethyl-2-oxo-1,2-dihydroquinolin-8-yl)acetaldehyde